ClC1=CC=C(C(=N1)C1=NOC(N1)=O)O[C@H](C)C=1C=C(C=C2C(C(=C(OC12)C1=CC2=CN(N=C2C=C1)C1CC1)C)=O)C 3-[6-Chloro-3-[(1R)-1-[2-(2-cyclopropylindazol-5-yl)-3,6-dimethyl-4-oxo-chromen-8-yl]ethoxy]-2-pyridyl]-4H-1,2,4-oxadiazol-5-one